[5-[4-[4-Chloro-3-(cyanocyclopropylcarbamoyl)phenyl]pyrazol-1-yl]-1-methyl-4-(trifluoromethyl)pyrazol-3-yl]-1,1,2,2,3,3,4,4,4-nonafluorobutan-1-sulfonat ClC1=C(C=C(C=C1)C=1C=NN(C1)C1=C(C(=NN1C)OS(=O)(=O)C(C(C(C(F)(F)F)(F)F)(F)F)(F)F)C(F)(F)F)C(N(C1CC1)C#N)=O